3-(4-isopropoxy-3-(trifluoromethyl)phenyl)-5-(1-isopropyl-1H-benzo[d][1,2,3]triazol-5-yl)-1,2,4-oxadiazole C(C)(C)OC1=C(C=C(C=C1)C1=NOC(=N1)C1=CC2=C(N(N=N2)C(C)C)C=C1)C(F)(F)F